CN(C1C(C=2C=3C(=CN(C3C=CC2)C(C(C)(C)C)=O)C1)=O)CC1(OCCO1)C 4-(methyl((2-methyl-1,3-dioxolan-2-yl)methyl)amino)-1-pivaloyl-3,4-dihydrobenzo[cd]indol-5(1H)-one